methyl 2-(4-bromo-6-fluoro-3-pyridyl)propanoate BrC1=C(C=NC(=C1)F)C(C(=O)OC)C